N1=C(C=CC=C1)CNCC1=CC=C(C=C1)CN(C1CCCC=2C=CC=NC12)CCNCC(C)C N-(2-pyridinylmethyl)-N'-[2-(isobutylamino)ethyl]-N'-(5,6,7,8-tetrahydro-8-quinolinyl)-1,4-benzenedimethanamine